[N+](=O)([O-])C1=C(C=CC(=C1)N)N 2-Nitrobenzene-1,4-diamine